ClC1=NC=C(C(=N1)NCC1=CC=C(C=C1)C=1NC=C(N1)C(F)(F)F)NC 2-chloro-N5-methyl-N4-(4-(4-(trifluoromethyl)-1H-imidazol-2-yl)benzyl)pyrimidine-4,5-diamine